ethyl 1-(5-(4-chlorophenyl)-1,3,4-oxadiazol-2-yl)piperidine-4-carboxylate ClC1=CC=C(C=C1)C1=NN=C(O1)N1CCC(CC1)C(=O)OCC